(R)-3-(3-(2-(2,5-dimethyl-1-tosyl-1H-pyrrolo[2,3-b]pyridin-3-yl)thiazol-4-yl)phenyl)-3-hydroxy-1-methylpyrrolidin-2-one CC1=C(C=2C(=NC=C(C2)C)N1S(=O)(=O)C1=CC=C(C)C=C1)C=1SC=C(N1)C=1C=C(C=CC1)[C@]1(C(N(CC1)C)=O)O